tert-Butyl (7-cyclopropyl-5-(5-(4,4-difluoropiperidine-1-carbonyl)pyridin-2-yl)benzofuran-2-yl)methylcarbamate C1(CC1)C1=CC(=CC=2C=C(OC21)CNC(OC(C)(C)C)=O)C2=NC=C(C=C2)C(=O)N2CCC(CC2)(F)F